FC1(CC(C1)C(CO)C1=CC=2C(=NC(=CC2)C2=CC=3C(N=C2)=NN(C3)C)S1)F 2-(3,3-difluorocyclobutyl)-2-(6-(2-methyl-2H-pyrazolo[3,4-b]pyridin-5-yl)thieno[2,3-b]pyridin-2-yl)ethan-1-ol